N1=C(C=CC=C1)C(=O)[O-].FC(CO[Zn+])(F)F trifluoro-ethoxy-zinc pyridinecarboxylate